FC(S(=O)(=O)OC=1CCN(CC1)C1COC1)(F)F 1-(oxetan-3-yl)-1,2,3,6-tetrahydropyridin-4-yl trifluoromethanesulfonate